FC(C(=O)N=S(C=1C=NC(=NC1)N1CCN(CC1)C(C)C=1C=C2N=CC=NC2=CC1)(=O)C)(F)F 2,2,2-trifluoro-N-(methyl(oxo)(2-(4-(1-(quinoxalin-6-yl)ethyl)piperazin-1-yl)pyrimidin-5-yl)-λ6-sulfanylidene)acetamide